ClC=1C=C(C(=O)NC2(CCC2)C2=CC=C(C=C2)NC(=O)C2=CC(=CC=C2)Cl)C=CC1Cl 3,4-dichloro-N-(1-{4-[(3-chlorobenzene-1-carbonyl)amino]phenyl}cyclobutyl)benzamide